11-(4-(1,1':3',1''-terbenzene-3-yl)-6-phenyl-1,3,5-triazine-2-yl)-12-phenyl-11H,12H-indolo[2,3-a]carbazole C1(=CC(=CC=C1)C1=NC(=NC(=N1)C1=CC=CC=C1)N1C2=CC=CC=C2C2=CC=C3C(=C12)N(C=1C=CC=CC13)C1=CC=CC=C1)C1=CC(=CC=C1)C1=CC=CC=C1